1-(4-Fluorophenyl)-5,5-dimethylimidazolidine-2,4-dione FC1=CC=C(C=C1)N1C(NC(C1(C)C)=O)=O